(3-aminopyrrolidin-1-yl)-2-(trifluoromethyl)benzonitrile hydrochloride Cl.NC1CN(CC1)C=1C(=C(C#N)C=CC1)C(F)(F)F